B(OCC(Br)(Br)Br)(OCC(Br)(Br)Br)OCC(Br)(Br)Br tris(2,2,2-tribromoethyl) borate